FC(C1=NC=C(C=N1)[C@@H](C)NC(=O)N1N=CCC1)(F)F N-((R)-1-(2-(trifluoromethyl)pyrimidin-5-yl)ethyl)-4,5-dihydro-1H-pyrazol-1-carboxamide